BrC=1C(N(C=C(C1)B1OC(C(O1)(C)C)(C)C)C)=O 3-bromo-1-methyl-5-(4,4,5,5-tetramethyl-1,3,2-dioxaborolan-2-yl)pyridin-2(1H)-one